1-(benzyloxy)-3-chloropropan-2-ol C(C1=CC=CC=C1)OCC(CCl)O